methyl N-[4-[2-oxo-6-[3-(trifluoromethyl)morpholin-4-yl]-1H-pyridin-4-yl]-2-pyridyl]carbamate O=C1NC(=CC(=C1)C1=CC(=NC=C1)NC(OC)=O)N1C(COCC1)C(F)(F)F